1-(3-fluorophenyl)imidazole FC=1C=C(C=CC1)N1C=NC=C1